1,3,3,4,4,5,5,6,6-nonafluoro-2-(perfluoroethyl)cyclohex-1-ene FC1=C(C(C(C(C1(F)F)(F)F)(F)F)(F)F)C(C(F)(F)F)(F)F